COC1=C(/C=C/C=2NC=CN2)C=CC=C1 (E)-2-(2-methoxystyryl)-1H-imidazole